C(C)(C)(C)OCC[C@@H](C(=O)NC1=CC=C(C(=O)O)C=C1)N1C(C=C(C(=C1)OC)C1=C(C=CC(=C1)Cl)C(CC)=O)=O (S)-4-(4-(tert-butoxy)-2-(4-(5-chloro-2-propionyl-phenyl)-5-methoxy-2-oxopyridine-1(2H)-yl)butyrylamino)benzoic acid